4-phenyldiazenylaniline hydrochloride Cl.C1(=CC=CC=C1)N=NC1=CC=C(N)C=C1